[Zn].CN(C=O)C dl-N,N-dimethylformamide zinc